4-[tert-butoxycarbonyl-[(1-tert-butoxycarbonyl-4-piperidyl)-methyl]amino]-6-fluoro-2-methyl-indazole-7-carboxylic acid C(C)(C)(C)OC(=O)N(C=1C2=CN(N=C2C(=C(C1)F)C(=O)O)C)CC1CCN(CC1)C(=O)OC(C)(C)C